C(#N)C1=NC(=C2C=C(N=CC2=C1)N[C@@H]1CN(CC[C@@H]1F)C(=O)OC(C)(C)C)NC(C)C tert-butyl (3R,4S)-3-((7-cyano-5-(isopropylamino)-2,6-naphthyridin-3-yl)amino)-4-fluoropiperidine-1-carboxylate